CN1C(N(C2=C1C(=CC=C2)N2CCC1(CC(C1)=O)CC2)C2C(NC(CC2)=O)=O)=O 3-(3-methyl-2-oxo-4-(2-oxo-7-azaspiro[3.5]nonan-7-yl)-2,3-dihydro-1H-benzo[d]imidazol-1-yl)piperidine-2,6-dione